FC1=C(C(=CC(=C1)CCC)C1=CC2=C(NC=N2)C=C1)O 2-fluoro-6-(1H-benzoimidazole-5-yl)-4-propylphenol